C1(=CC=CC=C1)P(C1=CC=CC=C1)C1=CC=CC=C1.ClCC1=CC=CC=C1 chlorotoluene triphenylphosphine salt